FC(OC=1C=CC(=C(C1)C1=NN(C=2C[C@@H](CCC12)C(=O)NC1(CS(C1)(=O)=O)C)[C@@H]1[C@@H](CCC1)O)F)F (R)-3-(5-(difluoromethoxy)-2-fluorophenyl)-1-((1S,2R)-2-hydroxycyclopentyl)-N-(3-methyl-1,1-dioxidothietan-3-yl)-4,5,6,7-tetrahydro-1H-indazole-6-carboxamide